N-(2-{5-[5-(trifluoromethyl)-1,2,4-oxadiazol-3-yl]pyridin-2-yl}-1-[3-(trifluoromethyl)phenyl]ethyl)pyrimidine-2-carboxamide FC(C1=NC(=NO1)C=1C=CC(=NC1)CC(C1=CC(=CC=C1)C(F)(F)F)NC(=O)C1=NC=CC=N1)(F)F